6-(5-Cyano-1H-pyrrolo[2,3-b]pyridin-4-yl)-1,6-diazaspiro[3.4]octane-1-carboxylate C(#N)C=1C(=C2C(=NC1)NC=C2)N2CC1(CCN1C(=O)[O-])CC2